ClC1=CC=C(C=C1)C1=NN(C=C1C=O)C 3-(4-chlorophenyl)-1-methyl-1H-pyrazole-4-carbaldehyde